ClC=1C=NC(=C(C(=O)NC2CCC(CC2)CN2C(N(C3=C2C=CC=C3)C=3C=NC(=C(C3)C)OC)=O)C1)C 5-chloro-N-((1r,4r)-4-((3-(6-methoxy-5-methylpyridin-3-yl)-2-oxo-2,3-dihydro-1H-benzo[d]imidazol-1-yl)methyl)cyclohexyl)-2-methylnicotinamide